(E)-4-methoxy-5,6-dihydropyridin-2(1H)-one COC1=CC(NCC1)=O